[Si](O)(O)(O)O.[As].[Fe] iron arsenic silicic acid